8-[4-[(5-Cyclopentyl-1H-pyrazol-3-yl)amino]pyrimidin-2-yl]-2,8-diazaspiro[3.5]nonane-2-carboxylic acid tert-butyl ester C(C)(C)(C)OC(=O)N1CC2(C1)CCCN(C2)C2=NC=CC(=N2)NC2=NNC(=C2)C2CCCC2